((R)-2,2-difluorocyclopropyl)methanone FC1([C@H](C1)C=O)F